C1NCC12NCC2 2,5-diazaspiro[3.3]heptane